phenyl (tetrahydro-2H-pyran-4-yl)carbamate O1CCC(CC1)NC(OC1=CC=CC=C1)=O